O=S1(N(CCC1)CCCOC1=CC(=C(OC2=C(C=C3C=NN(C3=C2)C)C(=O)N)C=C1)F)=O 6-[4-[3-(1,1-dioxo-1,2-thiazolidin-2-yl)propoxy]-2-fluoro-phenoxy]-1-methyl-indazole-5-carboxamide